2-cyclopropyl-5-(4,4,5,5-tetramethyl-1,3,2-dioxaborolan-2-yl)-3-(trifluoromethyl)pyridine C1(CC1)C1=NC=C(C=C1C(F)(F)F)B1OC(C(O1)(C)C)(C)C